thiolinol S1C(=CCC1)O